1-hexadecyl-2,3-dimethylimidazolium hexafluorophosphate F[P-](F)(F)(F)(F)F.C(CCCCCCCCCCCCCCC)N1C(=[N+](C=C1)C)C